2-[6-[[3-(trifluoromethylsulfonimidoyl)phenyl]methyl]-2-azaspiro[3.3]heptane-2-carbonyl]-8-oxa-2,5-diazaspiro[3.5]nonan-6-one FC(S(=O)(=N)C=1C=C(C=CC1)CC1CC2(CN(C2)C(=O)N2CC3(C2)NC(COC3)=O)C1)(F)F